C(C)(C)(C)OC(=O)N1CCN(CC1)C1=C(C=C2C(=NN(C2=C1)C)NCCC(=O)O)F 3-((6-(4-(tert-butoxycarbonyl)piperazin-1-yl)-5-fluoro-1-methyl-1H-indazol-3-yl)amino)propanoic acid